C(#N)C1=C(C=CC=C1)C=1C=C2C(=NC1)NC=C2C(=O)C=2C(=C(C=CC2F)NS(=O)(=O)CCC)F N-(3-(5-(2-cyanophenyl)-1H-pyrrolo[2,3-b]pyridine-3-carbonyl)-2,4-difluorophenyl)propane-1-sulfonamide